OCC[C@@H](C1=CC=CC=C1)NC(=O)N1CC2=CC=CC(=C2CC1)C1=CC=C(C=C1)C(F)(F)F (S)-N-(3-hydroxy-1-phenylpropyl)-5-(4-(trifluoromethyl)phenyl)-3,4-dihydroisoquinoline-2(1H)-carboxamide